4-(2,6-Dimethoxy-4-propylphenyl)-1-ethyl-3,3,5-trimethylindolin-2-one COC1=C(C(=CC(=C1)CCC)OC)C1=C2C(C(N(C2=CC=C1C)CC)=O)(C)C